The molecule is a branched amino oligosaccharide (tetracosasaccharide) consisting of a linear trisaccharide unit of beta-D-mannose, N-acetyl-beta-D-glucosamine and N-acetyl-beta-D-glucosamine residues, connected by (1->3) linkages, to the beta-D-mannose residue of which are linked (1->3) and (1->6) alpha-D-mannose residues, the one at O-2 being substituted at O-2 by a beta-D-galactosyl-(1->3)-N-acetyl-beta-D-glucosaminyl-(1->3)-beta-D-galactosyl-(1->4)-N-acetyl-beta-D-glucosaminyl-(1->3)-beta-D-galactosyl-(1->4)-N-acetyl-beta-D-glucosaminyl hexasaccharide unit and the one at O-6 being substituted also at both O-2 and O-6 by beta-D-galactosyl-(1->3)-N-acetyl-beta-D-glucosaminyl-(1->3)-beta-D-galactosyl-(1->4)-N-acetyl-beta-D-glucosaminyl-(1->3)-beta-D-galactosyl-(1->4)-N-acetyl-beta-D-glucosaminyl hexasaccharide units, while to the N-acetyl-D-glucosamine residue at the reducing end is linked (1->6) an alpha-L-fucose residue. It is an amino oligosaccharide and a glucosamine oligosaccharide. C[C@H]1[C@H]([C@H]([C@@H]([C@@H](O1)OC[C@@H]2[C@H]([C@@H]([C@H]([C@@H](O2)O)NC(=O)C)O)O[C@H]3[C@@H]([C@H]([C@@H]([C@H](O3)CO)O[C@H]4[C@H]([C@H]([C@@H]([C@H](O4)CO[C@@H]5[C@H]([C@H]([C@@H]([C@H](O5)CO[C@H]6[C@@H]([C@H]([C@@H]([C@H](O6)CO)O[C@H]7[C@@H]([C@H]([C@H]([C@H](O7)CO)O)O[C@H]8[C@@H]([C@H]([C@@H]([C@H](O8)CO)O[C@H]9[C@@H]([C@H]([C@H]([C@H](O9)CO)O)O[C@H]1[C@@H]([C@H]([C@@H]([C@H](O1)CO)O)O[C@H]1[C@@H]([C@H]([C@H]([C@H](O1)CO)O)O)O)NC(=O)C)O)O)NC(=O)C)O)O)NC(=O)C)O)O)O[C@H]1[C@@H]([C@H]([C@@H]([C@H](O1)CO)O[C@H]1[C@@H]([C@H]([C@H]([C@H](O1)CO)O)O[C@H]1[C@@H]([C@H]([C@@H]([C@H](O1)CO)O[C@H]1[C@@H]([C@H]([C@H]([C@H](O1)CO)O)O[C@H]1[C@@H]([C@H]([C@@H]([C@H](O1)CO)O)O[C@H]1[C@@H]([C@H]([C@H]([C@H](O1)CO)O)O)O)NC(=O)C)O)O)NC(=O)C)O)O)NC(=O)C)O)O[C@@H]1[C@H]([C@H]([C@@H]([C@H](O1)CO)O)O)O[C@H]1[C@@H]([C@H]([C@@H]([C@H](O1)CO)O[C@H]1[C@@H]([C@H]([C@H]([C@H](O1)CO)O)O[C@H]1[C@@H]([C@H]([C@@H]([C@H](O1)CO)O[C@H]1[C@@H]([C@H]([C@H]([C@H](O1)CO)O)O[C@H]1[C@@H]([C@H]([C@@H]([C@H](O1)CO)O)O[C@H]1[C@@H]([C@H]([C@H]([C@H](O1)CO)O)O)O)NC(=O)C)O)O)NC(=O)C)O)O)NC(=O)C)O)O)NC(=O)C)O)O)O